C(C)(C)(C)C1=CC2=C(OP(OC3=C2C=C(C=C3C(C)(C)C)C(C)(C)C)OCCCC3=CC(=C(C(=C3)C(C)(C)C)O)C(C)(C)C)C(=C1)C(C)(C)C 2,4,8,10-tetra-tert-butyl-6-[3-(3,5-di-tert-butyl-4-hydroxyphenyl)propoxy]dibenzo[d,f][1,3,2]dioxaphosphepin